COC(=O)C=1C=C2C(C(=C(OC2=CC1)SCC)C(C)Br)=O (1-bromoethyl)-2-ethylsulfanyl-4-oxo-chromene-6-carboxylic acid methyl ester